(2S,5R)-1-([1,1'-biphenyl]-4-carbonyl)-5-(3-chloropyridin-2-yl)pyrrolidine-2-carboxylic acid C1(=CC=C(C=C1)C(=O)N1[C@@H](CC[C@@H]1C1=NC=CC=C1Cl)C(=O)O)C1=CC=CC=C1